1-(tert-butyl) 3-ethyl 3-(2-methyl-5-((4-methylthiazol-5-yl)methoxy)benzofuran-3-carboxamido)azetidine-1,3-dicarboxylate CC=1OC2=C(C1C(=O)NC1(CN(C1)C(=O)OC(C)(C)C)C(=O)OCC)C=C(C=C2)OCC2=C(N=CS2)C